ClC=1C=C(OC=2C=CC(=NC2)C=2N(C(C=CC2C(=O)N)=O)CC)C=CC1F [5-(3-chloro-4-fluorophenoxy)pyridin-2-yl]-1-ethyl-6-oxo-1,6-dihydropyridine-3-carboxamide